CN(C(CNC(=O)N1CC2=CC=CC=C2C1)C1=CC=CC=C1)C N-(2-(dimethylamino)-2-phenylethyl)isoindoline-2-carboxylic acid amide